2-[[2-(carboxymethylcarbamoyloxy)-3-hydroxy-propoxy]carbonylamino]acetic acid C(=O)(O)CNC(=O)OC(COC(=O)NCC(=O)O)CO